2-(1,1-diphenylpropan-2-yl)-5-hydroxy-N-(isoxazol-4-yl)-1-methyl-6-oxo-1,6-dihydropyrimidine-4-carboxamide C1(=CC=CC=C1)C(C(C)C=1N(C(C(=C(N1)C(=O)NC=1C=NOC1)O)=O)C)C1=CC=CC=C1